3-benzyloxy-4,4-dimethoxy-5-methyl-piperidine-1-carboxylic acid tert-butyl ester C(C)(C)(C)OC(=O)N1CC(C(C(C1)C)(OC)OC)OCC1=CC=CC=C1